(1R,4S,6S)-2-azabicyclo[2.2.1]heptan-6-ol [C@H]12NC[C@H](C[C@@H]1O)C2